C(C)C=1C=CC(=C(C1)S(=O)(=O)NC1=NOC2=C1C(=CC=C2)C)OC 5-Ethyl-2-methoxy-N-(4-methylbenzo[d]isoxazol-3-yl)benzenesulfonamide